C(C)(C)(C)OC(=O)N[C@H](C(=O)O)CC1=C(C=CC=C1)F (S)-2-((tert-butoxycarbonyl)amino)-3-(2-fluorophenyl)propanoic acid